FC=1C=NC=CC1COC1=CC=C(C2=C1OCO2)CN[C@H](C(=O)N)C (S)-2-{[7-(3-fluoropyridin-4-ylmethoxy)benzo[d][1,3]Dioxol-4-yl]Methylamino}propionamide